4-(2,5-difluorophenyl)-6-(6-(trifluoromethyl)cyclohex-1-en-1-yl)pyrimidin-5-amine FC1=C(C=C(C=C1)F)C1=NC=NC(=C1N)C1=CCCCC1C(F)(F)F